C(#N)C=1C=CC(=NC1)N[C@@H]1CC[C@H](CC1)N(C(=O)NCC1CCCCC1)C1=CC=C(C=C1)C=1C=NN(C1)C 1-(trans-4-((5-cyanopyridin-2-yl)amino)cyclohexyl)-3-(cyclohexylmethyl)-1-(4-(1-methyl-1H-pyrazol-4-yl)phenyl)urea